C(CCCCCCCCCCCCCCC)(=O)OCC(COC(CCCCCCCCCCCCCCC)=O)OC(CCCCCOC(C[C@@H](C[C@@H](CCN1C(=C(C(=C1C(C)C)C(NC1=CC=CC=C1)=O)C1=CC=CC=C1)C1=CC=C(C=C1)F)O)O)=O)=O 2-((6-(((3R,5R)-7-(2-(4-Fluorophenyl)-5-isopropyl-3-phenyl-4-(phenylcarbamoyl)-1H-pyrrol-1-yl)-3,5-dihydroxyheptanoyl)oxy)hexanoyl)oxy)propane-1,3-diyl dipalmitate